methyl (trans)-2-chloro-6,7-dihydrospiro[cyclopenta[e]pyrazolo[1,5-a]pyrimidine-8,2'-oxetane]-6-carboxylate ClC1=NN2C(N=CC3=C2C2(OCC2)CC3C(=O)OC)=C1